silver(I) sulfadiazine C1=CN=C(N=C1)[N-]S(=O)(=O)C2=CC=C(C=C2)N.[Ag+]